(S)-4-(1-((2-(1H-indol-3-yl)-2-oxo-1-phenylethyl)amino)propan-2-yl)benzamide N1C=C(C2=CC=CC=C12)C(C(C1=CC=CC=C1)NC[C@@H](C)C1=CC=C(C(=O)N)C=C1)=O